(2S)-3-methyl-2-{methyl-[3-(prop-2-enoyl)-1-oxa-3,8-diaza-spiro[4.5]decan-8-yl]carbonylamino}butyric acid CC([C@@H](C(=O)O)N(C(=O)N1CCC2(CN(CO2)C(C=C)=O)CC1)C)C